C1(CCCC1)OC1=C(C=C(C=C1)C=1C=NOC1C)NS(=O)(=O)C=1C=C(C(=O)OC)C=CC1C1CC1 methyl 3-(N-(2-(cyclopentyloxy)-5-(5-methylisoxazol-4-yl)phenyl)sulfamoyl)-4-cyclopropylbenzoate